BrC1=CC2=C(C=C1)C1=CC=C(C=C1C21C2=CC(=CC=C2C=2C=CC(=CC12)C#N)C#N)Br 2',7'-dibromo-9,9'-spirobi[fluorene]-2,7-dicarbonitrile